C(C)(C)N1CCN(CC1)C(=O)[C@@H]1CN([C@H](O1)C(F)(F)F)C1=CC(=C(C#N)C=C1)C(F)(F)F 4-((2R,5S)-5-(4-isopropylpiperazine-1-carbonyl)-2-(trifluoromethyl)oxazolidin-3-yl)-2-(trifluoromethyl)benzonitrile